methyl 2-(bromomethyl)-3-chloro-5-cyanobenzoate BrCC1=C(C(=O)OC)C=C(C=C1Cl)C#N